ClC=1N=C2C(=C(C(N(C2=CC1)C)=O)C#N)N1CCC2(CC1)CC1=CC=CC=C1C2 6-chloro-1-methyl-2-oxo-4-spiro[indane-2,4'-piperidine]-1'-yl-1,5-naphthyridine-3-carbonitrile